NC1=NN(C=C1C(=O)O)C1=NC=C(C(=N1)NC1=CC(=C(C=C1)OC)OC)C#N amino-1-{5-cyano-4-[(3,4-dimethoxyphenyl)amino]pyrimidin-2-yl}-1H-pyrazole-4-carboxylic acid